FC(C(=O)O)(F)F.C1(CCCC1)NC=1C2=C(N=C(N1)NC1=C(C=C(C=C1)S(=O)(=O)N1CCOCC1)OC)NC=C2 N4-cyclopentyl-N2-(2-methoxy-4-(morpholinosulfonyl)phenyl)-7H-pyrrolo[2,3-d]pyrimidine-2,4-diamine 2,2,2-trifluoroacetate